6-(2-Chloro-3-(3-chloro-2-(4-formyl-3-methoxyphenyl)pyridin-4-yl)phenyl)-1-methyl-1H-pyrrolo[2,3-b]pyridine-3-carbaldehyde ClC1=C(C=CC=C1C1=C(C(=NC=C1)C1=CC(=C(C=C1)C=O)OC)Cl)C1=CC=C2C(=N1)N(C=C2C=O)C